C(C)(C)(C)OC(=O)N1CCN(CC1)C=1C=C2C(=NC=NC2=CC1)NC1=C(C(=C(C=C1)Cl)Cl)F.SCCC[Si](OCC)(OCC)OCC γ-mercaptopropyl-triethoxySilane tert-butyl-4-[4-(3,4-dichloro-2-fluoro-anilino)quinazolin-6-yl]piperazine-1-carboxylate